C(C1=CC=CC=C1)C=1C=NC(=NC1)CCCO[Si](C)(C)C(C)(C)C 5-benzyl-2-(3-((tert-butyldimethylsilyl)oxy)propyl)pyrimidine